2-(7-((2S,5R)-4-(1-(3,3-dimethyl-2,3-dihydro-[1,4]dioxino[2,3-b]pyridin-6-yl)ethyl)-2,5-dimethylpiperazin-1-yl)-4-methyl-5-oxo-4,5-dihydropyrazolo[1,5-a]pyrimidin-2-yl)acetonitrile CC1(COC=2C(=NC(=CC2)C(C)N2C[C@@H](N(C[C@H]2C)C2=CC(N(C=3N2N=C(C3)CC#N)C)=O)C)O1)C